tris(dibenzylidene(benzylidene)propanone) dipalladium [Pd].[Pd].C(C1=CC=CC=C1)=C1C(C(C=CC(C)=O)=CC=C1)=CC1=CC=CC=C1.C(C1=CC=CC=C1)=C1C(C(C=CC(C)=O)=CC=C1)=CC1=CC=CC=C1.C(C1=CC=CC=C1)=C1C(C(C=CC(C)=O)=CC=C1)=CC1=CC=CC=C1